2-((1R,5S)-6-oxa-3-azabicyclo[3.1.1]heptan-3-yl)quinoline-6-carbaldehyde [C@@H]12CN(C[C@@H](O1)C2)C2=NC1=CC=C(C=C1C=C2)C=O